rac-2-methoxy-5-[[2-[5-methyl-2-[2-(trifluoromethyl)-1,3-benzothiazol-5-yl]-1-piperidyl]-2-oxo-acetyl]amino]pyridine-3-carboxamide COC1=NC=C(C=C1C(=O)N)NC(C(=O)N1C(CCC(C1)C)C=1C=CC2=C(N=C(S2)C(F)(F)F)C1)=O